CN1N=C2C=NC=C(C2=C1C)N 2,3-Dimethyl-2H-pyrazolo[3,4-c]pyridin-4-amine